CC(C)(C)[S@@](=O)/N=C(\C)/C1=NC=C(C=C1)OCC(CCC)C (R)-2-methyl-N-((E)-1-(5-((2-methylpentyl)oxy)pyridin-2-yl)ethylidene)propane-2-sulfinamide